C(C)(C)(C)OC(N(C)CC(=C)CO)=O N-[2-(hydroxymethyl)allyl]-N-methyl-carbamic acid tert-butyl ester